NCC1=CC(=C(C(=C1)C)NC(=O)C1=CC2=C(OCCC3=C2SC=C3)C=C1C=1C(=NC(=CC1)C(=O)N1[C@H](CCC1)C1=CC=CC=C1)C(=O)OC)C methyl (R)-3-(9-((4-(aminomethyl)-2,6-dimethylphenyl)carbamoyl)-4,5-dihydrobenzo[b]thieno[2,3-d]oxepin-8-yl)-6-(2-phenylpyrrolidine-1-carbonyl)picolinate